m-octylphenol C(CCCCCCC)C=1C=C(C=CC1)O